CC(CCCCC)C 6-methylheptan